indolinespirothiophene S12(C=CC=C1)NC1=CC=CC=C1C2